NC1=C(OC[C@H]2N(CCC2)C(=O)OC(C)(C)C)C=CC(=C1)C(=O)OC tert-butyl (S)-2-((2-amino-4-(methoxycarbonyl)phenoxy)methyl)pyrrolidine-1-carboxylate